2,3-DIFLUORO-4-HEXYLPHENYL-BORONIC ACID FC1=C(C=CC(=C1F)CCCCCC)B(O)O